tert-butyl 3-([8-carbamoyl-6-chloropyrido[3,2-d]pyrimidin-4-yl]amino)azepane-1-carboxylate C(N)(=O)C1=CC(=NC2=C1N=CN=C2NC2CN(CCCC2)C(=O)OC(C)(C)C)Cl